cyanoacetyl fluoride C(#N)CC(=O)F